tert-butyl N-{1-[2-carbamoyl-3-(6-fluoro-4-methoxy-1H-1,3-benzodiazol-2-yl)-5-(3-fluoro-5-methylphenyl)pyridin-4-yl]piperidin-4-yl}carbamate C(N)(=O)C1=NC=C(C(=C1C1=NC2=C(N1)C=C(C=C2OC)F)N2CCC(CC2)NC(OC(C)(C)C)=O)C2=CC(=CC(=C2)C)F